ClC=1C=C2C(=NC=NC2=CC1C1=C(C=CC=C1)C(F)(F)F)N1CCN(CC1)C(C=C)=O 1-(4-(6-chloro-7-(2-(trifluoro-methyl)phenyl)quinazolin-4-yl)piperazin-1-yl)prop-2-en-1-one